6,7-dimethoxyquinolin-4(1H)-one COC=1C=C2C(C=CNC2=CC1OC)=O